CC(=CC1=CC(=C(C#N)C=C1)N1CCN(CC1)CC1=NC2=CC=CC=C2C(N1)=O)C 4-(2-methylprop-1-en-1-yl)-2-(4-((4-oxo-3,4-dihydroquinazolin-2-yl)methyl)piperazin-1-yl)benzonitrile